6-(((S)-2-isopropylpiperazin-1-yl)methyl)-4-(trifluoromethyl)isoindolin-1-one C(C)(C)[C@@H]1N(CCNC1)CC1=CC(=C2CNC(C2=C1)=O)C(F)(F)F